C(OC1(CCC1)C)(OC1=NC=CC=C1)=O 1-Methylcyclobutyl pyridin-2-yl carbonate